2,4-dimethoxyphenylphosphine oxide COC1=C(C=CC(=C1)OC)[PH2]=O